C1(=CC=CC=C1)N(C(=O)C1CCC=2N(C1)C=CN2)C2=CC=CC=C2 N,N-diphenyl-5H,6H,7H,8H-imidazo[1,2-a]pyridine-6-carboxamide